6-(3-Fluoro-5-isobutoxyphenyl)-N-[(2-oxo-1H-pyridin-3-yl)sulfonyl]-2-[(4S)-2,2,4-trimethylpyrrolidin-1-yl]pyridin-3-carboxamid FC=1C=C(C=C(C1)OCC(C)C)C1=CC=C(C(=N1)N1C(C[C@@H](C1)C)(C)C)C(=O)NS(=O)(=O)C=1C(NC=CC1)=O